NC=1N=C(C2=C(N1)C=C(C=N2)C2=CC(NC=C2CN(C)CCCC)=O)NC(CO)(CCCC)C 4-(2-Amino-4-((1-hydroxy-2-methylhexan-2-yl)amino)pyrido[3,2-d]pyrimidin-7-yl)-5-((Butyl(methyl)amino)methyl)pyridin-2(1H)-one